(2R,3R,4S,5R)-5-(6-Amino-2-chloropurin-9-yl)-3-tert-butyloxycarbonyloxy-4-fluoro-2-(hexyloxycarbonyloxymethyl)oxolane NC1=C2N=CN(C2=NC(=N1)Cl)[C@H]1[C@H]([C@@H]([C@H](O1)COC(=O)OCCCCCC)OC(=O)OC(C)(C)C)F